6'-Acetamido-1'-(4-(1,1-difluoroethyl)pyrimidin-2-yl)-1',2'-dihydrospiro[piperidine-4,3'-pyrrolo[3,2-c]pyridine]-1-carboxylic acid tert-butyl ester C(C)(C)(C)OC(=O)N1CCC2(CN(C3=C2C=NC(=C3)NC(C)=O)C3=NC=CC(=N3)C(C)(F)F)CC1